(R)-5-(2-(3-fluorophenyl)pyrrolidin-1-yl)pyrazolo[1,5-a]Pyrimidine-3-carboxylic acid FC=1C=C(C=CC1)[C@@H]1N(CCC1)C1=NC=2N(C=C1)N=CC2C(=O)O